Anti-Histamin NCCC1=CNC=N1